(R)-6-((3-(5-(3-((2,5,7-trimethyl-[1,2,4]triazolo[1,5-a]pyrimidin-6-yl)oxy)pyrrolidin-1-yl)pyrimidin-2-yl)bicyclo[1.1.1]pentan-1-yl)methyl)-2-oxa-6-azaspiro[3.3]heptane CC1=NN2C(N=C(C(=C2C)O[C@H]2CN(CC2)C=2C=NC(=NC2)C23CC(C2)(C3)CN3CC2(COC2)C3)C)=N1